C1(CCCC1)C1=CC=C(CC2=NOC(=N2)CC(C(=O)OC(C)(C)C)=C)C=C1 tert-butyl 2-((3-(4-cyclopentylbenzyl)-1,2,4-oxadiazol-5-yl)methyl)acrylate